(R)-N-(1-methylpiperidin-3-yl)-2H-pyrazolo[3,4-b]pyridin-6-amine CN1C[C@@H](CCC1)NC=1C=CC=2C(N1)=NNC2